NC1=NC=CC(=C1)CN1C(N(C(C1(C)C)=O)C1=CC=C2C(CNC2=C1)(C)C)=O 1-((2-aminopyridin-4-yl)methyl)-3-(3,3-dimethylindolin-6-yl)-5,5-dimethylimidazolidine-2,4-dione